FC(C(=O)O)(F)F.N[C@H](C(=O)N1CCC(CC1)CCC#CC1=CC2=C(N(C(N2C)=O)C2C(NC(CC2)=O)=O)C=C1)CC1=CC(=C(C=C1)F)F 3-[5-(4-{1-[(2S)-2-amino-3-(3,4-difluorophenyl)propanoyl]piperidin-4-yl}but-1-yn-1-yl)-3-methyl-2-oxo-1,3-benzodiazol-1-yl]piperidine-2,6-dione trifluoroacetate